cis-(P)-1-(5-fluoro-2-methoxy-4-(3-(trifluoromethoxy)cyclobutyl)phenyl)-N-(isoxazol-3-yl)-2-oxo-1,2-dihydroquinol-6-sulfonamide FC=1C(=CC(=C(C1)N1C(C=CC2=CC(=CC=C12)S(=O)(=O)NC1=NOC=C1)=O)OC)[C@@H]1C[C@@H](C1)OC(F)(F)F